[Ti].[Fe].[C] carbon iron-titanium